4-methoxytetrahydrofuran-3-yl-(2-cyanoethyl)diisopropylphosphoramide COC1C(COC1)N(P(=O)(N(C(C)C)C(C)C)N)CCC#N